phospholpyruvate P1C(=CC=C1)CC(C(=O)[O-])=O